dicyclohexyl-[2,4,6-tri(propan-2-yl)phenyl]phosphane C1(CCCCC1)P(C1=C(C=C(C=C1C(C)C)C(C)C)C(C)C)C1CCCCC1